ClC=1C=CC(=C(C1)C1=CC(=C(N=N1)OCC1CN(C1)C)NC1=CC(=NC=C1)C1(CC1)C(=O)N)F (4-{[6-(5-chloro-2-fluorophenyl)-3-[(1-methylazetidin-3-yl)methoxy]pyridazin-4-yl]amino}pyridin-2-yl)cyclopropanecarboxamide